FC1=C(C=CC(=C1)C1CCC(CC1)CCCCC)C1=CC=C(C=C1)C1=C2C(=C(C3=NSN=C31)C3=CC=C(C=C3)C3=C(C=C(C=C3)C3CCC(CC3)CCCCC)F)N=C(N2)CCC 4,8-bis(2'-fluoro-4'-(4-pentylcyclohexyl)-(1,1'-biphenyl)-4-yl)-6-propyl-5H-imidazo[5,4-f]-2,1,3-benzothiadiazole